2-(4-(2-((1-(cyclopropylmethyl)-1H-benzo[d]-imidazol-2-yl)-amino)-2-oxo-ethyl)-2-fluoro-phenoxy)nicotinamide C1(CC1)CN1C(=NC2=C1C=CC=C2)NC(CC2=CC(=C(OC1=C(C(=O)N)C=CC=N1)C=C2)F)=O